isoindoline-1,1,3,3-d4 C1(NC(C2=CC=CC=C12)([2H])[2H])([2H])[2H]